[Ni+2].CC=1C2=CC=C(N2)C(=C2C=CC(C(=C3C=CC(=C(C=4C=CC1N4)C)N3)C)=N2)C 5,10,15,20-tetramethyl-21H,23H-porphine nickel (II)